(R)-N-(4,4,4-trifluoro-1-(2,4,5-trifluorophenyl)butan-2-yl)-4-(trifluoromethoxy)benzenesulfonamide FC(C[C@@H](CC1=C(C=C(C(=C1)F)F)F)NS(=O)(=O)C1=CC=C(C=C1)OC(F)(F)F)(F)F